FC1=CC=C(C=C1)N(C(=O)Cl)C([2H])([2H])[2H] (4-fluorophenyl)(methyl-d3)carbamic chloride